6-(Azetidin-1-yl)-N-(5-bromo-2-ethoxybenzene-1-sulfonyl)-4-fluoro-1-benzofuran-2-carboxamide N1(CCC1)C1=CC2=C(C=C(O2)C(=O)NS(=O)(=O)C2=C(C=CC(=C2)Br)OCC)C(=C1)F